7-(Methylamino)-5-((2-carbonyl-1-(1H-pyrrol-1-yl)-1,2-dihydropyridin-3-yl)amino)-N-(2,2,2-trifluoroethoxy)pyrazolo[1,5-a]pyrimidine-3-carboxamide CNC1=CC(=NC=2N1N=CC2C(=O)NOCC(F)(F)F)NC=2C(N(C=CC2)N2C=CC=C2)=C=O